(R)-4-pyridylethylamine N1=CC=C(C=C1)CCN